BrC1=CC=C2C=CN=C(C2=C1)CC(=O)OC Methyl 2-(7-bromoisoquinolin-1-yl)acetate